Tributyltetradecylphosphonium chlorid [Cl-].C(CCC)[P+](CCCCCCCCCCCCCC)(CCCC)CCCC